BrC1=C(C(=CC(=C1)C(C(F)(F)F)(C(F)(F)F)F)Br)NC(C1=CC(=C(C=C1)F)[N+](=O)[O-])=O N-[2,6-dibromo-4-(1,1,1,2,3,3,3-heptafluoroprop-2-yl)phenyl]-4-fluoro-3-nitrobenzamide